4-aminophenyl-1H-benzoxazol-5-amine NC1=CC=C(C=C1)C=1OC2=C(N1)C=C(C=C2)N